(2-dimethylaminoethyl diphenylmethyl)-phosphate CN(CCC(C1=CC=CC=C1)(C1=CC=CC=C1)OP(=O)([O-])[O-])C